O=C(C)CCCC 2-keto-5-methylpentane